3-(dimethylamino)-2-iodoprop-2-enal CN(C=C(C=O)I)C